(R)-6-(2-amino-5-(4-(3-methoxypyrrolidin-1-yl)phenyl)pyridin-3-yl)-3,4-dihydroisoquinolin-1(2H)-one NC1=NC=C(C=C1C=1C=C2CCNC(C2=CC1)=O)C1=CC=C(C=C1)N1C[C@@H](CC1)OC